C(C1=CC=CC=C1)N(S(=O)(=O)C1=NNC=C1F)CC1=CC=CC=C1 N,N-dibenzyl-4-fluoro-1H-pyrazole-3-sulfonamide